NC1CC(OC1)(C1=NC(=C(C(=C1)C(C)(C)O)F)C1=CC=C(C=C1)F)CC1=C(N=NC2=C(C=C(C=C12)C(=O)N)OC)C ((4-amino-2-(5-fluoro-6-(4-fluorophenyl)-4-(2-hydroxypropan-2-yl)pyridin-2-yl)tetrahydrofuran-2-yl)methyl)-8-methoxy-3-methylcinnoline-6-carboxamide